FCC1=CC(=CC=N1)C(C)(C)F 6-(fluoromethyl)-4-(2-fluoropropan-2-yl)pyridin